(oxolan-3-yl)quinoxaline O1CC(CC1)C1=NC2=CC=CC=C2N=C1